N[C@H](CC1=C(C=2N=NN=C(C2S1)NCC1=CC=NC=C1)Br)CCOC1(CC1)F (S)-6-(2-amino-4-(1-fluoro-cyclopropoxy)butyl)-7-bromo-N-(pyridin-4-ylmethyl)thieno[3,2-d][1,2,3]triazin-4-amine